C(C)(C)(C)OC(=O)N1[C@@H]2[C@H](OCC1)CNC2.ClC=2C=C(C(=O)NC1=C(C=CC=C1OC)F)C(=CN2)Cl |r| 2,5-dichloro-N-(2-fluoro-6-methoxyphenyl)isonicotinamide tert-butyl-rac-(4aS,7aR)-3,4a,5,6,7,7a-hexahydro-2H-pyrrolo[3,4-b][1,4]oxazine-4-carboxylate